COC(NC1=CC=C2C3=CN=C([C@H](CNCCC(NC2=C1)=O)NC(\C=C\C1=C(C=CC(=C1)Cl)N1N=NN=C1)=O)N3)=O {(S)-14-[(E)-3-(5-Chloro-2-tetrazol-1-yl-phenyl)-acryloylamino]-9-oxo-8,12,16,18-tetraaza-tricyclo[13.2.1.02,7]octadeca-1(17),2,4,6,15-pentaen-5-yl}-carbamic Acid methyl ester